1-(5-(4-(3-Hydroxypropyl)piperidine-1-carbonyl)-2-methoxyphenyl)dihydropyrimidine-2,4(1H,3H)-dione OCCCC1CCN(CC1)C(=O)C=1C=CC(=C(C1)N1C(NC(CC1)=O)=O)OC